C(C1=CC=CC=C1)NC(=O)NC1=CC(=C(C=C1)C1=CN=C(S1)N1CCC(CC1)NC(OC(C)(C)C)=O)S(NC(C)(C)C)(=O)=O Tert-butyl N-[1-[5-[4-(benzylcarbamoylamino)-2-(tert-butylsulfamoyl)phenyl] thiazol-2-yl]-4-piperidyl]carbamate